(S)-(4-isopropyloxazolin-2-yl)ferrocene CC(C)[C@H]1COC(=C2C=CC=C2)[N-]1.[CH-]1C=CC=C1.[Fe+2]